C(C1=CC=CC=C1)N(C(=O)C=1C=NC2=CC=CC(=C2C1)NC1CCN(CC1)C(=O)OC(C)(C)C)C tert-butyl 4-((3-(benzyl (methyl)carbamoyl)quinolin-5-yl)amino)piperidine-1-carboxylate